FC1(CCC2=C(C=CC=C12)[C@@H](C)NC(=O)C=1C2=C(C(N(C1)C1(CC1)C)=O)C(=CN2)C)F N-[(1R)-1-(1,1-difluoro-2,3-dihydro-1H-inden-4-yl)ethyl]-3-methyl-5-(1-methylcyclopropyl)-4-oxo-1H,4H,5H-pyrrolo[3,2-c]pyridine-7-carboxamide